(S)-2-(((benzyloxy)carbonyl)amino)-3-(3-(1-ethyl-2-(2-((S)-1-methoxyethyl)pyridin-3-yl)-3-(2-methyl-2-(2-((S)-piperidin-3-yl)acetoxy)propyl)-1H-indol-5-yl)phenyl)propanoic acid C(C1=CC=CC=C1)OC(=O)N[C@H](C(=O)O)CC1=CC(=CC=C1)C=1C=C2C(=C(N(C2=CC1)CC)C=1C(=NC=CC1)[C@H](C)OC)CC(C)(OC(C[C@H]1CNCCC1)=O)C